COC(=O)C1CC(N(CC1)C(COCCOCC(=O)OCC1=CC=CC=C1)=O)C 1-(2-(2-(2-(benzyloxy)-2-oxoethoxy)ethoxy)acetyl)-2-methylpiperidine-4-carboxylic acid methyl ester